C(C)(C)(C)C=1C=CC2=C(N=C(O2)C2=CC=C(C=C2)N2NC(=CC2C2=CC=C(C=C2)C(C)(C)CC(C)(C)C)C=CC2=CC=C(C=C2)C(C)(C)CC(C)(C)C)C1 1-(4-(5-tert-butyl-benzooxazol-2-yl)phenyl)-3-(4-tert-octyl-styryl)-5-(4-tert-octyl-phenyl)-pyrazoline